N-(3-(5-(4-chlorophenyl)-1H-pyrazolo[3,4-b]pyridine-3-carbonyl)-2,6-difluorophenyl)propane-1-sulfonamide ClC1=CC=C(C=C1)C=1C=C2C(=NC1)NN=C2C(=O)C=2C(=C(C(=CC2)F)NS(=O)(=O)CCC)F